2-acryloylthiomethylthio-5-n-propylthio-1,3,4-thiadiazole C(C=C)(=O)SCSC=1SC(=NN1)SCCC